(S)-phosphat P(=O)([O-])([O-])[O-]